C(CCC)N1CC2=CN=CC=C2C(=C1)C1=CC(=C(C(=C1)F)CN1CCC(CC1)OC1CCNCC1)F 2-butyl-4-(3,5-difluoro-4-((4-(piperidin-4-yloxy)piperidin-1-yl)methyl)phenyl)-2,7-naphthyridin